O=C1OCC2=CC(=CC=C12)CC#N 2-(1-Oxo-1,3-dihydroisobenzofuran-5-yl)acetonitrile